ClC1=C(C=C(C(=C1)F)C1=NC=NC2=CC(=CC=C12)N1CCOCC1)C(C1=NC=CC(N1C)=O)O 2-{[2-Chloro-4-fluoro-5-(7-morpholin-4-yl-quinazolin-4-yl)-phenyl]hydroxy-methyl}-3-methyl-3H-pyrimidin-4-one